1,1,1,3,3,3-Hexafluoropropan-2-yl 3-(5-fluoro-3-phenyl-1H-indazol-1-yl)-2,2-dimethylpropanoate FC=1C=C2C(=NN(C2=CC1)CC(C(=O)OC(C(F)(F)F)C(F)(F)F)(C)C)C1=CC=CC=C1